ClC=1C=C2C=C(NC2=CC1)CNC(N([C@H]1CN(CCC1)C(=O)C1=CN=NN1C)C)=O (R)-3-((5-chloro-1H-indol-2-yl)methyl)-1-methyl-1-(1-(1-methyl-1H-1,2,3-triazole-5-carbonyl)piperidin-3-yl)urea